iso-propanethiolate C(C)(C)[S-]